CN([C@@H]1CN(CC1)C(=O)C1CCN(CC1)C(=O)C1=NNC(=C1)C1=CC=NC=C1)C (3S)-N,N-dimethyl-1-{1-[5-(pyridin-4-yl)-1H-pyrazole-3-carbonyl]piperidine-4-carbonyl}pyrrolidin-3-amine